phenyl N-(4-aminobutyl)-P-(4-(((3R,4R)-1-(2-cyanoacetyl)-4-methylpiperidin-3-yl) (methyl)amino)-7H-pyrrolo[2,3-d]pyrimidin-7-yl)phosphonamidate hydrochloride Cl.NCCCCNP(OC1=CC=CC=C1)(=O)N1C=CC2=C1N=CN=C2N(C)[C@H]2CN(CC[C@H]2C)C(CC#N)=O